C(=O)(OC(C)(C)C)N1CCN(CC1)C1=CC=C(C=C1)Br 1-Boc-4-(4-Bromophenyl)piperazine